2-((1r,4r)-2-oxa-5-azabicyclo[2.2.1]heptan-5-yl)-N-(6-(thiazol-5-yl)isoquinolin-3-yl)acetamide [C@H]12OC[C@H](N(C1)CC(=O)NC=1N=CC3=CC=C(C=C3C1)C1=CN=CS1)C2